C(#N)C1=C(N(N=C1C(F)(F)F)C1=CC(=CC=C1)C(N(C)C1=CC2=C(OC(O2)(F)F)C=C1)=O)COC1=CC=C(C(=O)O)C=C1 4-[[4-cyano-2-[3-[(2,2-difluoro-1,3-benzodioxol-5-yl)-methyl-carbamoyl]phenyl]-5-(trifluoromethyl)pyrazol-3-yl]methoxy]benzoic acid